O=[Ce]=O The molecule is a metal oxide with formula CeO2. It is used for polishing glass, in coatings for infra-red filters to prevent reflection, and as an oxidant and catalyst in organic synthesis. It is a cerium molecular entity and a metal oxide.